C(C1=CC=CC=C1)C1=CC=C(C=C1)NS(=O)(=O)N1CCC(CC1)C N-(4-Benzylphenyl)-4-methylpiperidine-1-sulfonamide